ClC1=C(C=CC(=C1)Cl)C=1C(NC2(C1C1=CC=CC=C1C(=O)O)CCOCC2)=O 3-(2,4-dichlorophenyl)-2-oxo-8-oxa-1-azaspiro[4.5]dec-3-en-4-benzoic acid